C(#N)N1[C@H]2[C@@H](C[C@@H]1CC2)NC(=O)C=2C=C1C=NN(C1=CC2)C2=NC(=CC=C2)C2CC2 N-((1R,2R,4S)-7-cyano-7-azabicyclo[2.2.1]heptan-2-yl)-1-(6-cyclopropyl-2-pyridinyl)-1H-indazole-5-carboxamide